CC(C#CC(O)(O)C)CC Dimethyl-hexynediol